C(#C)C1=C2C(=CC(=CC2=CC=C1F)O)C1=C(C=2N=C(N=C(C2C=N1)N1CCOCCC1)OC[C@]12[C@H](N(CCC1)CC1COC1)CCC2)F 5-ethynyl-6-fluoro-4-(8-fluoro-4-(1,4-oxazepan-4-yl)-2-(((4aS,7aR)-1-(oxetan-3-ylmethyl)octahydro-4aH-cyclopenta[b]pyridin-4a-yl)methoxy)pyrido[4,3-d]pyrimidin-7-yl)naphthalen-2-ol